ONC(C1=CC=C(C=C1)CNC1=NC=2N(C(=C1)C1=CC(=C(C=C1)Cl)Cl)N=CC2)=O N-hydroxy-4-(((7-(3,4-dichlorophenyl)pyrazolo[1,5-a]pyrimidin-5-yl)amino)methyl)-benzamide